1'-(4,8-dimethoxyquinoline-2-carbonyl)-7-((1-methyl-1H-pyrazol-5-yl)amino)spiro[isochroman-3,4'-piperidine]-1-one COC1=CC(=NC2=C(C=CC=C12)OC)C(=O)N1CCC2(CC1)OC(C1=CC(=CC=C1C2)NC2=CC=NN2C)=O